FC1=C(C=C(C=C1)F)[C@@H]1N(C[C@H](C1)F)C1=NC=2N(C=C1)N=CC2C(=O)NC2=CC=C(C=C2)OC(=O)N2CCNCC2 4-(5-((2R,4S)-2-(2,5-difluorophenyl)-4-fluoropyrrolidin-1-yl)pyrazolo[1,5-a]pyrimidine-3-carboxamido)phenylpiperazine-1-carboxylate